N1C=NC=2C1=NC=CN2 1H-imidazo[4,5-b]pyrazine